C(C)OC(=O)C1=NC=C(N=C1)Cl 5-chloropyrazine-2-carboxylic acid ethyl ester